triethoxysilylmethyl-thioacetate C(C)O[Si](OCC)(OCC)COC(C)=S